Cl.Cl.FC=1C(=CC=C2C(=NN(C12)C)C1C(NC(CC1)=O)=O)C1CCN(CC1)CC1CCNCC1 3-(7-fluoro-1-methyl-6-(1-(piperidin-4-ylmethyl)piperidin-4-yl)-1H-indazol-3-yl)piperidine-2,6-dione dihydrochloride